O1C(CCCC1)C1=CC=CC(=N1)CC(=O)NN 2-(6-(tetrahydro-2H-pyran-2-yl)pyridin-2-yl)acetohydrazide